NC1=C(N=CC(=N1)N1CCC2(CC1)[C@@H](C=1C(=NC=CC1)C2)N)SC2=C(C(=NC=C2)N(C)C)Cl (S)-1'-(6-amino-5-((3-chloro-2-(dimethylamino)pyridin-4-yl)thio)pyrazin-2-yl)-5,7-dihydrospiro[cyclopenta[b]pyridine-6,4'-piperidin]-5-amine